CN1C(C[C@@H](C1)C=1C=CC2=C(NC(=N2)C=2NC=C(C2)C(C2=C(C=CC=C2)C(F)(F)F)=O)C1)=O (R)-1-methyl-4-(2-(4-(2-(trifluoromethyl)benzoyl)-1H-pyrrol-2-yl)-1H-benzo[d]imidazol-6-yl)pyrrolidin-2-one